tert-butyl N-[2-[1-[4-[3-[(4-methoxyphenyl)methyl]-2,4-dioxohexahydropyrimidin-1-yl]phenyl]-4-piperidyl]ethyl]carbamate COC1=CC=C(C=C1)CN1C(N(CCC1=O)C1=CC=C(C=C1)N1CCC(CC1)CCNC(OC(C)(C)C)=O)=O